6-(2-(dimethyl-(phenyl)silyl)-1-phenylethyl)-2,2'-bipyridine C[Si](CC(C1=CC=CC=C1)C1=CC=CC(=N1)C1=NC=CC=C1)(C1=CC=CC=C1)C